tert-butyl 3-(5-(3-(aminomethyl)phenyl)-3-((2-(2-ethoxy-2-oxoethyl)phenoxy)methyl)benzofuran-7-yl)-1H-indole-1-carboxylate NCC=1C=C(C=CC1)C=1C=C(C2=C(C(=CO2)COC2=C(C=CC=C2)CC(=O)OCC)C1)C1=CN(C2=CC=CC=C12)C(=O)OC(C)(C)C